tert-butyl (2-(2-(2-(4-((5-(((5-(tert-butyl)oxazol-2-yl)methyl)thio) thiazol-2-yl)carbamoyl)piperidin-1-yl)ethoxy)ethoxy)ethyl)carbamate C(C)(C)(C)C1=CN=C(O1)CSC1=CN=C(S1)NC(=O)C1CCN(CC1)CCOCCOCCNC(OC(C)(C)C)=O